BrC=1C=C(C=CC1)C=1C2=CC=CC=C2C(=C2C=CC=CC12)C1=CC(=CC=C1)Br bis(3-bromophenyl)anthracene